5-(ethoxycarbonyl)-2,6-dimethyl-4-[(4-phenylphenyl)carbonyl]-1,4-dihydropyridine-3-carboxylic acid ethyl ester C(C)OC(=O)C1=C(NC(=C(C1C(=O)C1=CC=C(C=C1)C1=CC=CC=C1)C(=O)OCC)C)C